C(C)(C)(C)OOC(C)(CC)OOC(C)(C)C 2,2-bis(tert-butylperoxy)butane